Cl.COC([C@H](N)CC1=CC=C(C=C1)O)=O D-tyrosine methyl ester HCl